3-((diphenyl-(p-tolyl)methyl)amino)propanoic acid C1(=CC=CC=C1)C(C1=CC=C(C=C1)C)(C1=CC=CC=C1)NCCC(=O)O